C(=O)(O)C1=CC=C(C=C1)C=1C=C(C(=CC1C1=CC=C(C=C1)C(=O)O)C1=CC=C(C=C1)C(=O)O)C1=CC=C(C=C1)C(=O)O 4',5'-bis(4-carboxyphenyl)-[1,1':2',1''-terphenyl]-4,4''-dicarboxylic acid